1-(2-bromo-3-fluoro-pyridin-4-yl)-2-nitro-ethanol BrC1=NC=CC(=C1F)C(C[N+](=O)[O-])O